BrC=1C=NC=CC1OC 3-Bromo-4-methoxypyridine